NC1=NC=CC(=C1C1=NC=2C(=NC(=CC2)C2=NC=C(C=C2)F)N1C1=CC=C(CN2CCC(CC2)NC2=NC(=NC=C2)C#N)C=C1)F 4-((1-(4-(2-(2-amino-4-fluoropyridin-3-yl)-5-(5-fluoropyridin-2-yl)-3H-imidazo[4,5-b]pyridin-3-yl)benzyl)piperidin-4-yl)amino)pyrimidine-2-carbonitrile